(R)-N-(3-(1-((2-Amino-5-chloropyridin-3-yl)oxy)ethyl)phenyl)-2-fluoro-5-methylbenzamid NC1=NC=C(C=C1O[C@H](C)C=1C=C(C=CC1)NC(C1=C(C=CC(=C1)C)F)=O)Cl